BrC=1C=CC(=C(C1)NC(CCCCOC1=C(C=NN1C)C1=CC(=CN(C1=O)C)C(=O)OC)C)[N+](=O)[O-] methyl 5-[5-({5-[(5-bromo-2-nitrophenyl) amino] hexyl} oxy)-1-methylpyrazol-4-yl]-1-methyl-6-oxopyridine-3-carboxylate